1-(3-Methoxythien-2-yl)-N-((9-(pyridin-2-yl)-6-oxaspiro[4.5]decan-9-yl)methyl)methylamine hydrochloride Cl.COC1=C(SC=C1)CNCC1(CCOC2(CCCC2)C1)C1=NC=CC=C1